O[C@H]1[C@@H]2CN[C@H](C1)C2 (1S,4S,5R)-5-hydroxy-2-azabicyclo[2.2.1]Heptane